C1(CC1)C=1C(=CC(N2C(CSC12)C(=O)O)=O)COC=1C=CC=C2C=CN(NC12)C 7-cyclopropyl-6-[(2-methyl-1-aza-2-aza-1H-naphthalen-8-oxy)methyl]-4-oxo-1-thia-3a-aza-3-indancarboxylic acid